C(#N)C=1C=CC=2C3=C(NC2C1)C(=C(C=N3)C3=NN=C(S3)N3CCN(CC3)C(=O)OC(C)(C)C)NC3CCOCC3 tert-butyl 4-[5-[7-cyano-4-[tetrahydropyran-4-ylamino]-5H-pyrido[3,2-b]indol-3-yl]-1,3,4-thiadiazol-2-yl]piperazine-1-carboxylate